P(O)(=O)(OP(=O)(O)OP(=O)(O)O)OC[C@@H]1[C@H]([C@H]([C@@H](O1)N1C=NC=2C(NC)=NC=NC12)O)O N6-methyl-adenosine-5'-triphosphate